4-(6-Nitropiperidin-3-yl)piperazine-1-carboxylic acid tert-butyl ester C(C)(C)(C)OC(=O)N1CCN(CC1)C1CNC(CC1)[N+](=O)[O-]